C1(=CC=CC=C1)SC=1C(=CC2=CC=CC=C2C1)C1=C(C=CC=C1)NC(C1=NC=CC=C1)=O N-(2-(3-(phenylthio)naphthalen-2-yl)phenyl)picolinamide